tert-butyl 4,4-difluoro-5-(trifluoromethylsulfonyloxy)pentanoate FC(CCC(=O)OC(C)(C)C)(COS(=O)(=O)C(F)(F)F)F